[Na+].[Na+].[Na+].[Na+].C(C)(=O)[O-].C(C)(=O)[O-] diacetate tetrasodium